FC=1C(=NC=CC1NC(OC(C)(C)C)=O)C(F)(F)F tert-butyl (3-fluoro-2-(trifluoromethyl)pyridin-4-yl)carbamate